2-[2-(aminomethyl)-3,3-difluoro-allyl]-4-[[3-[6-(dimethylamino)-3-pyridyl]phenyl]methyl]-1,2,4-triazol-3-one NCC(CN1N=CN(C1=O)CC1=CC(=CC=C1)C=1C=NC(=CC1)N(C)C)=C(F)F